C(#N)C=1C=CC(=C2C=CC=NC12)N1CC(CC(C1)C(F)(F)F)NC(CC1CCN(CC1)C)=O N-[1-(8-cyano-quinolin-5-yl)-5-trifluoromethyl-piperidin-3-yl]-2-(1-methyl-piperidin-4-yl)-acetamide